C(CCCCCCC)OC(CCCCC(=O)OCCCCCCCCCCCCCCC)OCCCCCCCC ((6,6-bis(octyloxy)hexanoyl)oxy)pentadecan